hexahydro-4H-pyrazino[1,2-a]pyrimidine-4,7(6H)-dione N1C2N(C(CC1)=O)CC(NC2)=O